OC12CC3CC(CC(C1)C3)C2 3-hydroxyadamantane